2,2,5-trimethyl-5-(7-methyl-10,11-dihydro-5H-dibenzo[b,f]azepin-3-yl)thiomorpholin-1,1-dioxid CC1(CNC(CS1(=O)=O)(C=1C=CC2=C(NC3=C(CC2)C=CC(=C3)C)C1)C)C